1-(2-Chloropyridin-3-yl)-7-cyclopropyl-4-(methylamino)-2-oxo-1,2-dihydroquinazoline-6-carbonitrile ClC1=NC=CC=C1N1C(N=C(C2=CC(=C(C=C12)C1CC1)C#N)NC)=O